Cl\C(\C(=O)OCC)=N/NC ethyl (Z)-2-chloro-2-(2-methylhydrazono)acetate